The molecule is an aromatic amine that is 2-phenylethanamine in which one of the hydrogens attached to the amino group is substituted by a benzyl group. C1=CC=C(C=C1)CCNCC2=CC=CC=C2